C(C)N(C(OCC(C(C)C)OC(N(CC)CC)=O)=O)CC 3-methylbutane-1,2-diyl bis(diethylcarbamate)